C(=O)(O)C1=C(C=CC=C1C(=O)O)C(C)C1=C(C(=CC=C1)C(=O)O)C(=O)O 1,1-Bis(2,3-dicarboxyphenyl)ethan